(1R,2S)-2-(3-{[5-chloro-6-(3-hydroxyazetidin-1-yl)-2-methylpyrimidin-4-yl]amino}-1H-indazol-6-yl)-5'-methoxy-1'H-spiro[cyclopropane-1,3'-indol]-2'-one ClC=1C(=NC(=NC1N1CC(C1)O)C)NC1=NNC2=CC(=CC=C12)[C@@H]1C[C@@]12C(NC1=CC=C(C=C21)OC)=O